C123C(CC(CC1)C2)O3 bicyclo[2.2.1]heptene oxide